FC=1C=2C3=C(C(NC2C=C(C1)CN1CCN(CC1)C=1C(=NC(=CC1)C(NC)=O)C)=O)N=CS3 9-fluoro-7-((4-(2-methyl-6-(methylcarbamoyl)pyridin-3-yl)piperazin-1-yl)methyl)thiazolo[4,5-c]quinolin-4(5H)-one